N1=C(C=CC=C1)N1N=C(N=N1)C(=O)N (pyridin-2-yl)-2H-tetrazole-5-carboxamide